COC[C@H](CNC1=NC=C(C=2C1=NC=CN2)C2=CC=C(C=C2)C(F)(F)F)O (S)-1-methoxy-3-((8-(4-(trifluoromethyl)phenyl)pyrido[3,4-b]pyrazin-5-yl)amino)propan-2-ol